N,N-bis(3-(2-methoxyethoxy)benzyl)-4-((2-(2-morpholinoethoxy)ethoxy)methyl)thiazol-2-amine COCCOC=1C=C(CN(C=2SC=C(N2)COCCOCCN2CCOCC2)CC2=CC(=CC=C2)OCCOC)C=CC1